O=C1NC(CC[C@@H]1C1=C(C=C(C=C1F)N1C[C@@H](CC1)C=O)F)=O (R)-1-(4-((R)-2,6-dioxopiperidin-3-yl)-3,5-difluorophenyl)pyrrolidine-3-carbaldehyde